O1C(=CC=C1)C1=CNC=2N=CN=C(C21)C=2CC(CCC2)NC(OC(C)(C)C)=O tert-butyl (3-(5-(furan-2-yl)-7H-pyrrolo[2,3-d]pyrimidin-4-yl)cyclohex-3-en-1-yl)carbamate